2-Amino-4-(3-(3-(dimethylamino)-1-oxa-7-azaspiro[4.4]nonan-7-yl)-5-fluoro-7,9-dihydrofuro[3,4-f]quinazolin-6-yl)-7-fluorothieno[3,2-c]pyridine-3-carbonitrile NC1=C(C=2C(=NC=C(C2S1)F)C=1C2=C(C=3C=NC(=NC3C1F)N1CC3(CC(CO3)N(C)C)CC1)COC2)C#N